[Na].C(N)(OC=1C(=NOC1)C)=O 3-methylisoxazole-4-yl carbamate sodium salt